methyl 3-[(Z)-2-(2-aminopyrimidin-5-yl)-2-fluorovinyl]-4-fluorobenzoate NC1=NC=C(C=N1)/C(=C/C=1C=C(C(=O)OC)C=CC1F)/F